C(C)(C)(C)[Si](C)(C)OC1=CC(=C(C=C1)F)C1=NCC=2N(C3=C1C(=C(C=C3)Cl)Cl)C(=NN2)C tert-butyl-[3-(7,8-dichloro-1-methyl-4H-[1,2,4]triazolo[4,3-a][1,4]benzodiazepin-6-yl)-4-fluoro-phenoxy]-dimethyl-silane